O1C(=NC=C1)C1=CC2=C(C=N1)N=C(N2[C@H]2C[C@H](CCC2)NC(OC(C)(C)C)=O)C2=NC=CC=C2 tert-butyl ((1S,3R)-3-(6-(oxazol-2-yl)-2-(pyridin-2-yl)-1H-imidazo[4,5-c]pyridin-1-yl)cyclohexyl)carbamate